heptadecylundecylketone C(CCCCCCCCCCCCCCCC)C(=O)CCCCCCCCCCC